N-(2-((4S,5R)-1-methyl-7-oxa-1-azaspiro[4.4]nonan-4-yl)thieno[2,3-b]pyridin-4-yl)benzo[d]thiazol-5-amine CN1CC[C@@H]([C@]12COCC2)C2=CC=1C(=NC=CC1NC=1C=CC3=C(N=CS3)C1)S2